C(C=C)(=O)O.C(C=C)(=O)O.C(C=C)(=O)O.C1(CCCC1)CCN1C(=O)NC(=O)NC1=O cyclopentylethylisocyanuric acid triacrylate